FC1=CC=C(C=C1)N1N=C2CCCCC2C1=O (4-fluorophenyl)-2,3a,4,5,6,7-hexahydro-3H-indazol-3-one